(S)-4-methyl-3-(1-(5-((1-methyl-1H-pyrazol-4-yl)amino)pyridin-3-yl)pyrrolidin-3-yl)-N-(3-(trifluoromethyl)phenyl)benzamide CC1=C(C=C(C(=O)NC2=CC(=CC=C2)C(F)(F)F)C=C1)[C@H]1CN(CC1)C=1C=NC=C(C1)NC=1C=NN(C1)C